CCCCCCCCCCCCCCC(=O)OC[C@H](COP(=O)([O-])OCC[N+](C)(C)C)OC(=O)CCCC/C=C\C/C=C\C/C=C\C/C=C\CC 1-pentadecanoyl-2-(6Z,9Z,12Z,15Z-octadecatetraenoyl)-glycero-3-phosphocholine